C1(=CC=C(C=C1)C1=CC=CC=C1)B(O)O 4,4'-biphenylboronic acid